7-Hydroxy-pentacosanoic acid OC(CCCCCC(=O)O)CCCCCCCCCCCCCCCCCC